CN(C1CCC(CC1)NC=1N=CC2=C(N1)N(C(C(=C2)C2=CC(=C(C(=C2)F)NS(=O)(=O)CC2=CC=C(C=C2)C)F)=O)C(C)C)C N-(4-(2-(((1r,4r)-4-(Dimethylamino)cyclohexyl)amino)-8-isopropyl-7-oxo-7,8-dihydropyrido[2,3-d]pyrimidin-6-yl)-2,6-difluorophenyl)-1-(p-tolyl)methanesulfonamide